Butyryl acetoacetate C(CC(=O)C)(=O)OC(CCC)=O